aluminum iron oxide hydride [H-].[O-2].[Fe+2].[Al+3]